ClC=1C(=C(C=CC1)CNC(CN(C(CN1N=C(C2=CC(=CC=C12)C#N)C(=O)N)=O)[C@@H](CO)C)=O)F (R)-1-(2-((2-((3-chloro-2-fluorophenylmethyl)amino)-2-oxoethyl)(1-hydroxypropan-2-yl)amino)-2-oxoethyl)-5-cyano-1H-indazole-3-carboxamide